IN1C(CCC1)=O 1-iodopyrrolidinone